C(CCCCCCC)(=O)OC(C)COC(C)COC(CCCCCCC)=O dipropylene glycol dicaprylate